2H-1,2,3-triazole-4-formamide N=1NN=C(C1)C(=O)N